C(C)(C)(C)OC(=O)N1CC(C(CC1)(O)C1=CC(=C2C=C(N=NC2=C1)C1=CC2=CN(N=C2C(=C1)C)C)F)O.N[C@@H](C(=O)NCC1=C(C(=C(C(=C1[2H])[2H])[2H])[2H])[2H])C (R)-2-amino-N-((phenyl-d5)methyl)propanamide tert-butyl-4-[3-(2,7-dimethylindazol-5-yl)-5-fluoro-cinnolin-7-yl]-3,4-dihydroxy-piperidine-1-carboxylate